C(#N)C=1C=NN2C1C(=CC(=C2)C2=CC=C(C=C2)N2CCN(CC2)CC)OC=2C=CC(=NC2)NC(C=C)=O N-(5-((3-cyano-6-(4-(4-ethylpiperazin-1-yl)phenyl)pyrazolo[1,5-a]pyridin-4-yl)oxy)pyridin-2-yl)acrylamide